(E)-4-chloro-2-(3,3-difluoro-4-(p-tolyl)-4-((triethylsilyl)oxy)but-1-en-1-yl)benzamide ClC1=CC(=C(C(=O)N)C=C1)\C=C\C(C(O[Si](CC)(CC)CC)C1=CC=C(C=C1)C)(F)F